C(C1=CC=CC=C1)(=O)C(C(C(=O)O)(O)C(C1=CC=CC=C1)=O)(O)C(=O)O (2R,3R)-dibenzoyl-tartaric acid